C(N)(=O)C=1C(=NN(C1C)C1=NC=C(C(=C1)OC1CN(C1)C(=O)C1=NN(CC1C1=CC(=CC(=C1)F)F)C(=O)OC(C)(C)C)F)C tert-butyl 3-(3-((2-(4-carbamoyl-3,5-dimethyl-1H-pyrazol-1-yl)-5-fluoropyridin-4-yl) oxy) azetidine-1-carbonyl)-4-(3,5-difluorophenyl)-4,5-dihydro-1H-pyrazole-1-carboxylate